(4aS)-2-oxooctahydro-4aH-cyclopenta[b]pyridine-4a-carboxylic acid ethyl ester C(C)OC(=O)[C@]12C(NC(CC1)=O)CCC2